4-[(7-[(1-methyl-1H-imidazol-4-yl)amino]-1,6-naphthyridin-5-yl)amino]adamantan-1-ol CN1C=NC(=C1)NC1=NC(=C2C=CC=NC2=C1)NC1C2CC3(CC(CC1C3)C2)O